tert-Butyl (S)-((4,4-difluorocyclohexyl)(7-((2-oxo-1,3-diazepan-1-yl)methyl)imidazo[1,2-b]pyridazin-2-yl)methyl)carbamate FC1(CCC(CC1)[C@@H](C=1N=C2N(N=CC(=C2)CN2C(NCCCC2)=O)C1)NC(OC(C)(C)C)=O)F